methyl-N-(tert-butoxycarbonyl)-O-(2-oxopropyl)-L-threonine CN([C@@H]([C@H](OCC(C)=O)C)C(=O)O)C(=O)OC(C)(C)C